N[C@H]1C=CCC1 (1S,4R)-4-aminocyclopent-2-ene